ClC=1C=C(NCC(C(C)(C)C)(C)C)C=CC1 3-chloro-N-(2,2,3,3-tetramethylbutyl)aniline